1-(4-methylpiperazine-1-carbonyl)cyclopropane-1-carboxamide CN1CCN(CC1)C(=O)C1(CC1)C(=O)N